2,3,6,7-tetrachlorocarbazole ClC1=CC=2NC3=CC(=C(C=C3C2C=C1Cl)Cl)Cl